6'-fluoro-2H-[1,3'-bipyridin]-2-one FC1=CC=C(C=N1)N1C(C=CC=C1)=O